C(C)(C)(C)C=1N=C2N3C(C[C@H](CCC(N4C=CC(S(NC(C2=CC1)=O)(=O)=O)=N4)C4=CC=CC=C4)C3)(C)C (18S)-4-tert-Butyl-20,20-dimethyl-15-phenyl-10λ6-thia-1,3,9,14,22-pentaazatetracyclo[16.2.1.111,14.02,7]docosa-2,4,6,11(22),12-pentaene-8,10,10-trione